C(C)(C)(C)OC(=O)N[C@H](C(=O)OC)CCC(CCC(C(=O)OC(C)(C)C)N=C(C1=CC=CC=C1)C1=CC=CC=C1)=O 9-(tert-butyl) 1-methyl (2S)-2-((tert-butoxycarbonyl)amino)-8-((diphenylmethylene) amino)-5-oxononanedioate